N1C(NC2=NC=CC=C21)=O 1H-IMIDAZO[4,5-B]PYRIDIN-2(3H)-ONE